C[C@H]1O[C@H](CN(C1)C1=CC=CC(=N1)C1=NC2=CC(=NC=C2C=C1)CN)C (2-(6-((2R,6S)-2,6-dimethylmorpholino)pyridin-2-yl)-1,6-naphthyridin-7-yl)methanamine